1-(difluoromethyl)-N-[2-(3-hydroxy-3-methylbutyl)-6-methoxypyrazolo[1,5-a]pyridin-5-yl]-2-oxo-pyridine-3-carboxamide FC(N1C(C(=CC=C1)C(=O)NC1=CC=2N(C=C1OC)N=C(C2)CCC(C)(C)O)=O)F